C1=CC=CC=2C3=CC=CC=C3C(C12)COC(=O)N[C@@H](CC(=O)OC(C)(C)C)C(=O)NCCC1=CC(=NO1)C tert-butyl (S)-3-((((9H-fluoren-9-yl) methoxy) carbonyl) amino)-4-((2-(3-methylisoxazol-5-yl) ethyl) amino)-4-oxobutanoate